C[C@H]1[C@H]2C([C@@H](CC13CCCCC3)C2)(C)C (+)-(1S,2S,3S,5R)-2,6,6-trimethylspiro[bicyclo[3.1.1]heptane-3,1'-cyclohexane]